ClC1=CC(=NC=C1[N+](=O)[O-])N 4-chloro-5-nitropyridin-2-amine